C(C)(C)C=1C2=C(N(N1)C1OCCCC1)C(=CS2)C 3-isopropyl-6-methyl-1-(tetrahydro-2H-pyran-2-yl)-1H-thieno[3,2-c]pyrazole